NCC1CCC(O1)CC1OC(CC1)CN Bis(5-aminomethyltetrahydrofuran-2-yl)methan